FC1=C(C=C(C=C1)N1C(OCC1)=O)C1=NC(=NO1)[C@@H]1C([C@H]1C1=CC=C(C=C1)S(=O)(=O)N)(C)C 4-[(1S,3S)-3-{5-[2-fluoro-5-(2-oxo-1,3-oxazolidin-3-yl)phenyl]-1,2,4-oxadiazol-3-yl}-2,2-dimethylcyclopropyl]benzenesulfonamide